(S)-5-fluoro-N,N-diisopropyl-2-((4-(3-((9-((5-methylpyrimidin-2-yl)amino)-3-Azaspiro[5.5]undec-3-yl)methyl)pyrrolidin-1-yl)pyrimidin-5-yl)oxy)benzamide FC=1C=CC(=C(C(=O)N(C(C)C)C(C)C)C1)OC=1C(=NC=NC1)N1C[C@@H](CC1)CN1CCC2(CC1)CCC(CC2)NC2=NC=C(C=N2)C